BrC=1C=NC(=NC1)NC(C(=O)O)CCN(CCCCC1=NC=2NCCCC2C=C1)CCS(=O)(=O)C 2-((5-bromopyrimidin-2-yl)amino)-4-((2-(methylsulfonyl)ethyl)(4-(5,6,7,8-tetrahydro-1,8-naphthyridin-2-yl)butyl)amino)butanoic acid